2-oxo-8-oxabicyclo[3.2.1]Octane-3-carboxylic acid methyl ester COC(=O)C1C(C2CCC(C1)O2)=O